ClC1=CC=C(C=C1)C(C(=O)OC)C1CC(CC1)=O methyl (4-chlorophenyl)(3-oxocyclopentyl)acetate